CC(=CC)ON amino methyl-propenyl ether